3-isopropoxy-azetidine C(C)(C)OC1CNC1